ethyl (S)-3-(3-(benzo[d][1,3]dioxol-5-yl)phenyl)-3-(3-(4-hydroxy-1,5-dimethyl-2-oxo-1,2-dihydropyridin-3-yl)ureido)propanoate O1COC2=C1C=CC(=C2)C=2C=C(C=CC2)[C@H](CC(=O)OCC)NC(=O)NC=2C(N(C=C(C2O)C)C)=O